benzothiazolylethyl Iodide S1C(=NC2=C1C=CC=C2)CCI